C(C)N1C[C@@H](C[C@@H](C1)O)NC=1OC=2C(=NC(=CN2)C2=C(C=C(C#N)C=C2C)O)N1 4-[2-[[(3R,5S)-1-Ethyl-5-hydroxy-3-piperidyl]amino]oxazolo[4,5-b]pyrazin-5-yl]-3-hydroxy-5-methyl-benzonitrile